COC=1C=C2C=CN(C2=CC1)S(=O)(=O)C1=CC=C(C(=O)OC)C=C1 Methyl 4-((5-methoxy-1H-indol-1-yl)sulfonyl)benzoate